((1-propenylpiperidin-4-yl)amino)-5H-pyrrolo[2,3-b]pyrazine-7-carboxylic acid ethyl ester C(C)OC(=O)C1=CNC2=NC=C(N=C21)NC2CCN(CC2)C=CC